BrC1=CC=C2C(N3C(=NC2=C1)[C@H]1CCCN([C@@H]1CC3)C)=O |r| (±)-(4aR,13bS)-11-bromo-4-methyl-1,2,3,4,4a,5,6,13b-octahydro-8H-[1,6]naphthyridino[5,6-b]quinazolin-8-one